bis(N,N-dimethylaminoethyl)amine CN(C)CCNCCN(C)C